BrC1=CC(=C2C(CCOC2=C1)N1C[C@@H](CC1)NC(OC(C)(C)C)=O)Cl tert-butyl ((3R)-1-(7-bromo-5-chlorochroman-4-yl)pyrrolidin-3-yl)carbamate